4-((1S,2S)-2-(difluoromethyl)cyclopropyl)-2-(2,4-dimethoxypyrimidin-5-yl)imidazo[1,5-b]pyridazin-7-amine FC([C@@H]1[C@H](C1)C=1C=2N(N=C(C1)C=1C(=NC(=NC1)OC)OC)C(=NC2)N)F